C(CCC)OC1=NN2C(C(=N1)N)=NC=C2CC2=CC=C(C=C2)CN2CCCCC2 2-butoxy-7-(4-(piperidin-1-ylmethyl)benzyl)imidazo[2,1-f][1,2,4]triazin-4-amine